1-decyl-N-hydroxy-5-(4-methoxyphenyl)-1H-pyrazole-3-carboxamide C(CCCCCCCCC)N1N=C(C=C1C1=CC=C(C=C1)OC)C(=O)NO